BrC=1C=C2C(=NC=NN2C1)N1CCC(=CC1)C1=NC=C(C=N1)[C@@](C)(C1=C(C=C(C=C1)F)F)NS(=O)C(C)(C)C N-((S)-1-(2-(1-(6-bromopyrrolo[2,1-f][1,2,4]triazin-4-yl)-1,2,3,6-tetrahydropyridin-4-yl)pyrimidin-5-yl)-1-(2,4-difluorophenyl)ethyl)-2-methylpropane-2-sulfinamide